C1(=CC=CC=C1)S(P(OC1=CC=C(C=C1)Cl)(=S)C1=CC=CC=C1)C=C vinyl 1-(4-chlorophenyl) diphenyldithiophosphonate